N1(CCCCCC1)CCCOC1=CC=C(C=C1)CCCCN1[C@H](CCC1)CN1C(C2=CC=CC=C2C(=N1)CC1=CC=C(C=C1)Cl)=O 2-{[(2R)-1-(4-{4-[3-(azepan-1-yl)propoxy]phenyl}butyl)pyrrolidin-2-yl]methyl}-4-[(4-chlorophenyl)methyl]-1,2-dihydrophthalazin-1-one